C1N(CC2CCCCC12)CC=1N=C(SC1)CSC1=C2CN(C(C2=CC=C1)=O)C1C(NC(CC1)=O)=O 3-(4-(((4-((hexahydro-1H-isoindol-2(3H)-yl)methyl)thiazol-2-yl)methyl)thio)-1-oxoisoindolin-2-yl)piperidine-2,6-dione